C(C(C)C)(=O)OC=1C(=NC=CC1OC)C(N[C@@H](C)C1=NOC(=N1)C1C(C1C1=CC=CC=C1)C1=CC=C(C=C1)F)=O 2-(((1S)-1-(5-(2-(4-fluorophenyl)-3-phenylcyclopropyl)-1,2,4-oxadiazol-3-yl)ethyl)carbamoyl)-4-methoxypyridin-3-yl isobutyrate